1-dimethylethoxysilyl-8-bis(4-methylpiperazin-1-yl)phenylsilyl-octane C[Si](CCCCCCCC[Si](C1=CC=CC=C1)(N1CCN(CC1)C)N1CCN(CC1)C)(OCC)C